N-(2,4-dichlorobenzyl)-5'-fluoro-1-((2-nitrophenyl)sulfonyl)-6',7'-dihydro-5'H-spiro[aziridine-2,8'-quinoline]-5'-carboxamide ClC1=C(CNC(=O)C2(C=3C=CC=NC3C3(CC2)N(C3)S(=O)(=O)C3=C(C=CC=C3)[N+](=O)[O-])F)C=CC(=C1)Cl